N1=C(C(=CC=C1)C#N)C#N Pyridine-2,3-dicarbonitrile